NC1=NC=C(C=N1)C=1N=CN2C1N(C(C1=CC(=CC(=C21)CN2C1=C(OCC2)N=C(C=C1)Cl)C)=O)C 3-(2-aminopyrimidin-5-yl)-9-((6-chloro-2,3-dihydro-1H-pyrido[2,3-b][1,4]oxazin-1-yl)methyl)-4,7-dimethylimidazo[1,5-a]quinazolin-5(4H)-one